C1(CC1)C1=C(C=C(C=C1)NC1=NC=2N(C(=C1)NC1=NC=C(C=C1)C=O)N=CC2C#N)C[S@](=O)C |r| (±)-5-((4-Cyclopropyl-3-((methylsulfinyl)methyl)phenyl)amino)-7-((5-formylpyridin-2-yl)amino)pyrazolo[1,5-a]pyrimidine-3-carbonitrile